tert-butyl (3R,4S)-3-((3-bromo-4-cyano-5-nitropyridin-2-yl)amino)-4-hydroxypiperidine-1-carboxylate BrC=1C(=NC=C(C1C#N)[N+](=O)[O-])N[C@@H]1CN(CC[C@@H]1O)C(=O)OC(C)(C)C